(2s,5s)-5-methylpyrrolidine-1,2-dicarboxylic acid C[C@H]1CC[C@H](N1C(=O)O)C(=O)O